BrC=1SC(=CN1)C 2-bromo-5-methyl-1,3-thiazol